BrC=1C=C(C=C(C1Cl)Cl)NC(C)=O N-(3-bromo-4,5-dichlorophenyl)acetamide